FC(C1=CC=C(C=N1)CNC(CC)=O)(F)F N-((6-(trifluoromethyl)pyridin-3-yl)methyl)propanamide